iodine hydrochloride Cl.[I]